ClC1=CC=C(C=C1)C=1C2=C(C(N(N1)C1=CC=C(C(=O)NC(C)C)C=C1)=O)N=C(S2)C 4-(7-(4-chlorophenyl)-2-methyl-4-oxothiazolo[4,5-d]pyridazin-5(4H)-yl)-N-isopropylbenzamide